OCCNC1=C(C)C(=CC=C1)NCCO 2,6-bis(beta-hydroxyethylamino)toluene